Manganese(II) palmitate C(CCCCCCCCCCCCCCC)(=O)[O-].[Mn+2].C(CCCCCCCCCCCCCCC)(=O)[O-]